Octahydro-N-methylindole CN1CCC2CCCCC12